1,7-dichloro-4-heptene ClCCCC=CCCCl